2-amino-N-((3',4'-dichloro-[1,1'-biphenyl]-4-yl)methyl)hexanamide NC(C(=O)NCC1=CC=C(C=C1)C1=CC(=C(C=C1)Cl)Cl)CCCC